FC1=CC=NCN1C 6-fluoro-1-methyl-1,2-dihydropyrimidin